1-methyl-2,3,4,7-tetrahydroazepin-3-ol CN1CC(CC=CC1)O